4-hydroxymethyl-4-methyl-2,6-diazabicyclo[3.2.0]Heptane-2-carboxylate OCC1(CN(C2CNC12)C(=O)[O-])C